OC1=C(C(/C=C/C2=CC(=C(C=C2)OC(C2=CC=CC=C2)=O)OC(C2=CC=CC=C2)=O)=O)C(=CC(=C1)OC(C1=CC=CC=C1)=O)OC(C1=CC=CC=C1)=O 2'-Hydroxy-3,4,4',6'-tetrakis(benzoyloxy)chalcone